5-[(4-methylpiperazin-1-yl)methyl]Pyridine-2-amine CN1CCN(CC1)CC=1C=CC(=NC1)N